3,5,7-Trihydroxyl-2-(1H-indol-5-yl)chromen-4-one OC1=C(OC2=CC(=CC(=C2C1=O)O)O)C=1C=C2C=CNC2=CC1